(2S,3S)-N-(2-((S)-2-((S)-2-(8-aminooctanamido)-3-phenylpropanamido)-3-phenyl-propanamido)ethyl)-1-methyl-5-oxo-2-(pyridin-3-yl)pyrrolidine-3-carboxamide NCCCCCCCC(=O)N[C@H](C(=O)N[C@H](C(=O)NCCNC(=O)[C@@H]1[C@H](N(C(C1)=O)C)C=1C=NC=CC1)CC1=CC=CC=C1)CC1=CC=CC=C1